C1(CCCC1)C1=C(OC[C@H]2CN(CC2)C2=NC(=CC(=N2)C(=O)O)C)C=CC=C1 |r| (±)-2-(3-((2-Cyclopentylphenoxy)methyl)pyrrolidin-1-yl)-6-methylpyrimidine-4-carboxylic Acid